[Si](C1=CC=CC=C1)(C1=CC=CC=C1)(C(C)(C)C)OC1CC(C1)CN1C[C@@H](CCC1)NC1=C(C(=C(N=N1)C1=C(C2=C(SC=C2)C=C1)O)C)C 5-(6-(((R)-1-(((1r,3R)-3-((tert-butyldiphenylsilyl)oxy)cyclobutyl)methyl)piperidin-3-yl)amino)-4,5-dimethylpyridazin-3-yl)benzo[b]thiophen-4-ol